C(C1=CC=CC=C1)OC1=CC=C(C=C1)C[C@@H](C(=O)OC)NC(CC1CCN(CC1)C(\C=C\C1=CC=C(C=C1)F)=O)=O Methyl (S,E)-3-(4-(benzyloxy)phenyl)-2-(2-(1-(3-(4-fluorophenyl)acryloyl)piperidin-4-yl)acetamido)propanoate